BrC1=CC=C(C=C1)CNC(=O)C=1C=NC=CC1OC N-[(4-bromophenyl)methyl]-4-methoxy-pyridine-3-carboxamide